methyl 2-((1R)-1-(benzhydrylamino) ethyl)-1,3-thiazole-5-carboxylate C(C1=CC=CC=C1)(C1=CC=CC=C1)N[C@H](C)C=1SC(=CN1)C(=O)OC